tertbutyl 2-((S)-5-methyl 2-(5-methylisoxazole-3-carboxamido)hexanoyl)-1-(((S)-2-oxopyrrolidin-3-yl)methyl)hydrazine-1-carboxylate CC(CC[C@@H](C(=O)NN(C(=O)OC(C)(C)C)C[C@H]1C(NCC1)=O)NC(=O)C1=NOC(=C1)C)C